Cl.FC=1C2=C(N=CN1)CNCC2 4-fluoro-5,6,7,8-tetrahydropyrido[3,4-d]pyrimidine hydrochloride